N1(CCNCCC1)C=1SC2=C(N1)C(=CC(=C2)C=2C=C(C=1N(N2)C=C(N1)C)C)F 6-[2-(1,4-diazacycloheptan-1-yl)-4-fluoro-1,3-benzothiazol-6-yl]-2,8-dimethylimidazo[1,2-b]pyridazine